benzyl N-[2-[2-[2-[2-[4-[(7-chloro-4-oxo-3H-pyrido[4,3-d]pyrimidin-5-yl)amino]indol-1-yl]ethoxy]ethoxy]ethoxy]ethyl]carbamate ClC1=CC=2N=CNC(C2C(=N1)NC1=C2C=CN(C2=CC=C1)CCOCCOCCOCCNC(OCC1=CC=CC=C1)=O)=O